(E)-10-methyl-6-methyleneundec-4,9-diene-1-yne CC(=CCCC(/C=C/CC#C)=C)C